4-(1-(3-(5-ethyl-4H-1,2,4-triazol-3-yl)-4-methylbenzoyl)piperidin-4-yl)benzonitrile C(C)C=1NC(=NN1)C=1C=C(C(=O)N2CCC(CC2)C2=CC=C(C#N)C=C2)C=CC1C